2-(2,5-dichlorophenyl)-2-[(2-piperidine-4-ylethyl)-amino]-N-(2-pyridine-4-ylethyl)acetamid ClC1=C(C=C(C=C1)Cl)C(C(=O)NCCC1=CC=NC=C1)NCCC1CCNCC1